C1=CC=CC2=C1C1CC3=C(CN1CC2)C=CC=C3 6,8,13,13a-tetrahydro-5H-dibenzo[a,g]quinolizine